1-[4-(2,3-dimethylbenzoylamino)phenyl]-7-methoxy-1H-1,5-benzodiazepine-2,4(3H,5h)-dione CC1=C(C(=O)NC2=CC=C(C=C2)N2C(CC(NC3=C2C=CC(=C3)OC)=O)=O)C=CC=C1C